ClC=1C=C(C=C(C1)S(=O)(=O)C)NC(=O)C1=CN(C(=C1)C1=NC=C(C=N1)N1CC(C1)F)C N-(3-chloro-5-(methylsulfonyl)phenyl)-5-(5-(3-fluoroazetidin-1-yl)pyrimidin-2-yl)-1-methyl-1H-pyrrole-3-carboxamide